L-glutamic acid zinc-aluminum [Al].[Zn].N[C@@H](CCC(=O)O)C(=O)O